2-(benzofuran-2-yl(4-(3,5-dichloropyridin-4-yl)piperazin-1-yl)methyl)-5-butyl-1,3,4-oxadiazole O1C(=CC2=C1C=CC=C2)C(C=2OC(=NN2)CCCC)N2CCN(CC2)C2=C(C=NC=C2Cl)Cl